butyl-4-(6,7-dihydro-5H-pyrrolo[1,2-c]imidazole-5-yl)-2-methoxybenzonitrile C(CCC)C=1C(=C(C#N)C=CC1C1CCC=2N1C=NC2)OC